5-bromo-N-((1S,3R)-3-(6-(oxazol-2-yl)-2-(pyridin-2-yl)-1H-imidazo[4,5-c]pyridin-1-yl)cyclohexyl)thiophene-2-carboxamide BrC1=CC=C(S1)C(=O)N[C@@H]1C[C@@H](CCC1)N1C(=NC=2C=NC(=CC21)C=2OC=CN2)C2=NC=CC=C2